(Z)-N'-(2-chloro-4-hydroxyphenyl)-4-(cyclopentylamino)-6-(2-fluoro-4,5-dimethoxyphenyl)pyrrolo[1,2-b]pyridazine-3-carboximidamide ClC1=C(C=CC(=C1)O)\N=C(/N)\C1=C(C=2N(N=C1)C=C(C2)C2=C(C=C(C(=C2)OC)OC)F)NC2CCCC2